(4R,5S,6S)-6-((R)-1-(2H-tetrazol-2-yl)ethyl)-3-((3S,5S)-5-(dimethylcarbamoyl)pyrrolidin-3-ylthio)-4-methyl-7-oxo-1-azabicyclo[3.2.0]hept-2-ene-2-carboxylic acid N=1N(N=NC1)[C@H](C)[C@@H]1[C@H]2[C@H](C(=C(N2C1=O)C(=O)O)S[C@@H]1CN[C@@H](C1)C(N(C)C)=O)C